(R)-N-((R)-1-((S)-9-chloro-4-ethyl-8-fluoro-4-hydroxy-3,14-dioxo-3,4,12,14-tetrahydro-1H-pyrano[3',4':6,7]indolizino[1,2-b]quinolin-11-yl)ethyl)-2-cyclopropyl-2-hydroxyacetamide ClC1=CC=2C(=C3C(=NC2C=C1F)C1=CC2=C(C(N1C3)=O)COC([C@]2(O)CC)=O)[C@@H](C)NC([C@H](O)C2CC2)=O